COC=1C=C(C=CC1OC)\C=C\C(=O)C1=CC=C(C=C1)OCC(CN1CCN(CC1)C1=CC=CC=C1)O 3,4-Dimethoxy-4'-[2-hydroxy-3-(4-phenylpiperazin-1-yl)-propoxy]-chalcone